C(C)(C)(C)C1(C(CCCC1)CCC)C t-butyl-1-methyl-2-propylcyclohexane